4,5-dichlorothiophene-2-sulfonyl chloride ClC=1C=C(SC1Cl)S(=O)(=O)Cl